tert-butyl 4-(1-(6-bromo-3-((2-(tert-butoxy)-2-oxoethyl)amino)-5-methylpyrazin-2-yl)-1,3-dioxopentan-2-yl)piperazine-1-carboxylate BrC1=C(N=C(C(=N1)C(C(C(CC)=O)N1CCN(CC1)C(=O)OC(C)(C)C)=O)NCC(=O)OC(C)(C)C)C